4,6-dichloro-2-(propylthio)pyrimidin-5-amine ClC1=NC(=NC(=C1N)Cl)SCCC